Ethyl 2-[4-methyl-6-(propan-2-ylamino)pyridin-3-yl]pyrazolo[1,5-a]pyrimidine-3-carboxylate CC1=C(C=NC(=C1)NC(C)C)C1=NN2C(N=CC=C2)=C1C(=O)OCC